NCCC[SiH2]C(O[Si](C)(C)C)O[Si](C)(C)C 3-aminopropyl-di(trimethylsiloxy)methylsilane